6-((1R,3R,5S)-3-((5-cyclopropyl-3-(2-(trifluoromethoxy)phenyl)isoxazol-4-yl)methoxy)-8-azabicyclo[3.2.1]octan-8-yl)nicotinonitrile C1(CC1)C1=C(C(=NO1)C1=C(C=CC=C1)OC(F)(F)F)COC1C[C@H]2CC[C@@H](C1)N2C2=NC=C(C#N)C=C2